tert-Butyl 4-(5-(oxazol-2-yl)pyrimidin-2-yl)-3,6-dihydropyridine-1(2H)-carboxylate O1C(=NC=C1)C=1C=NC(=NC1)C=1CCN(CC1)C(=O)OC(C)(C)C